2-(3,4-dihydroxyphenyl)-6,7-dimethoxy-3-(4-methoxyphenyl)-4H-chromen-4-one OC=1C=C(C=CC1O)C=1OC2=CC(=C(C=C2C(C1C1=CC=C(C=C1)OC)=O)OC)OC